BrC=1C=C(C=C2CCCC(C12)=O)OCOC 8-bromo-6-methoxymethoxy-3,4-dihydronaphthalen-1-one